tert-Butyl 3-(3-bromo-2-methylpyrazolo[1,5-a]pyrimidin-7-yl)piperidine-1-carboxylate BrC=1C(=NN2C1N=CC=C2C2CN(CCC2)C(=O)OC(C)(C)C)C